NC1=C(C(=NC(=N1)N1CCC2(CC1)[C@@H](C1=C(C=NC=C1)C2)N)C(=O)N)C2=C(C(=CC=C2)Cl)Cl 6-amino-2-((S)-5-amino-5,7-dihydrospiro[cyclopenta[c]pyridin-6,4'-piperidin]-1'-yl)-5-(2,3-dichlorophenyl)pyrimidine-4-carboxamide